(5'S,7a'R)-1-(4-bromopyrazolo[1,5-a]pyridin-7-yl)-5'-phenyltetrahydro-3'H-spiro[piperidine-4,2'-pyrrolo[2,1-b]oxazol]-3'-one BrC=1C=2N(C(=CC1)N1CCC3(C(N4[C@H](O3)CC[C@H]4C4=CC=CC=C4)=O)CC1)N=CC2